piperidinO-phenol N1(CCCCC1)C1=C(C=CC=C1)O